ClC=1C=CC=2N(C1)C=C(N2)C(=O)N2[C@H](C[C@@H](C2)O)C=2SC=C(N2)C(=O)O 2-((2R,4S)-1-(6-chloroimidazo[1,2-a]pyridine-2-carbonyl)-4-hydroxypyrrolidin-2-yl)thiazole-4-carboxylic acid